C=NN1C(=O)NC(=O)C1 methyleneaminohydantoin